3-(difluoromethyl)-5-[2-fluoro-6-[(5-nitro-2-pyridinyl)oxy]phenyl]isoxazole FC(C1=NOC(=C1)C1=C(C=CC=C1OC1=NC=C(C=C1)[N+](=O)[O-])F)F